(R)-6-bromo-N-(1-(methylamino)-1-oxobutan-2-yl)-4-oxo-4H-chromene-3-carboxamide BrC=1C=C2C(C(=COC2=CC1)C(=O)N[C@@H](C(=O)NC)CC)=O